3-((E)-2-(5-bromopyrimidin-2-yl)vinyl)-6-((2R,4S)-2-(2,5-difluorophenyl)-4-fluoropyrrolidin-1-yl)imidazo[1,2-b]Pyridazine BrC=1C=NC(=NC1)/C=C/C1=CN=C2N1N=C(C=C2)N2[C@H](C[C@@H](C2)F)C2=C(C=CC(=C2)F)F